CC1=CC=C(C2=CC=CC=C12)C1=C(C=CC=C1O)O 2-(4-methylnaphthalen-1-yl)benzene-1,3-diol